C1(CC1)CCS(=O)(=O)N[C@H](C(=O)N[C@@H](C)C=1NC(=CN1)C1=C(C=C(C=C1)F)F)CC(=O)N1[C@H](CCCC1)C (2S)-2-(2-cyclopropylethylsulfonylamino)-N-[(1S)-1-[5-(2,4-difluorophenyl)-1H-imidazol-2-yl]ethyl]-4-[(2S)-2-methyl-1-piperidyl]-4-oxo-butanamide